O1CCOC2=C1C=CC(C2)=O 1,4-benzodioxane-6-One